Cl.NC\C=C(\CN1C2=NC=NC(=C2N(C1=O)C)C=1C=C(C=CC1)S(=O)(=O)N(C)C)/F (Z)-3-(9-(4-amino-2-fluorobut-2-en-1-yl)-7-methyl-8-oxo-8,9-dihydro-7H-purin-6-yl)-N,N-dimethylbenzenesulfonamide Hydrochloride